methyl N-[5-[6-[(3-chloro-4-fluoro-phenyl)-methyl-carbamoyl]imidazo[1,2-a]pyridin-3-yl]-2-pyridyl]carbamate ClC=1C=C(C=CC1F)N(C(=O)C=1C=CC=2N(C1)C(=CN2)C=2C=CC(=NC2)NC(OC)=O)C